F[C@H]1CN(CC[C@H]1OC)C1=NC=CC(=N1)NC=1N=CC2=C(C=CC(=C2C1)[C@@H]1[C@@H](CC1)NC(C=C)=O)N1CC(C1)CS(=O)(=O)C N-((1R,2R)-2-(3-((2-((3S,4R)-3-fluoro-4-methoxypiperidin-1-yl)pyrimidin-4-yl)amino)-8-(3-((methylsulfonyl)methyl)azetidin-1-yl)isoquinolin-5-yl)cyclobutyl)acrylamide